3-(3H-[1,2,3]Triazolo[4,5-b]pyridin-6-yl)-N-(4-phenethoxyphenyl)benzamide N1=NNC2=NC=C(C=C21)C=2C=C(C(=O)NC1=CC=C(C=C1)OCCC1=CC=CC=C1)C=CC2